N[C@H](C(=O)N(C)[C@H](CC(=O)N[C@@H]1[C@H](CCCC1)N(C([C@@H](CC(=O)OC)CC1=CC=CC=C1)=O)C)CC1=CC=C(C=C1)Cl)COC (R)-Methyl 4-(((1S,2S)-2-((S)-3-((S)-2-amino-3-methoxy-N-methylpropanamido)-4-(4-chlorophenyl)butanamido)cyclohexyl)(methyl)amino)-3-benzyl-4-oxobutanoate